The molecule is a member of the class of phenols that is 3,5-xylenol which is substituted at position 4 by chlorine. It is bactericidal against most Gram-positive bacteria but less effective against Staphylococci and Gram-negative bacteria, and often inactive against Pseudomonas species. It is ineffective against bacterial spores. It has a role as an antiseptic drug, a disinfectant and a molluscicide. It is a member of phenols and a member of monochlorobenzenes. It derives from a 3,5-xylenol. CC1=CC(=CC(=C1Cl)C)O